(3R,7S)-9-((S*)-1-(4-(1H-1,2,4-triazol-1-yl)phenyl)ethyl)-2-(3,4-dichlorobenzoyl)-N,3-dimethyl-10-oxo-1,2,3,4,7,8,9,10-octahydropyrido[4',3':3,4]pyrazolo[1,5-a]pyrazine-7-carboxamide N1(N=CN=C1)C1=CC=C(C=C1)[C@H](C)N1C(C=2N([C@@H](C1)C(=O)NC)N=C1C2CN([C@@H](C1)C)C(C1=CC(=C(C=C1)Cl)Cl)=O)=O |o1:11|